4-((1-((1H-indol-4-yl)sulfonyl)azetidin-3-yl)(methyl)amino)phenol N1C=CC2=C(C=CC=C12)S(=O)(=O)N1CC(C1)N(C1=CC=C(C=C1)O)C